NC=1C2=C(N=C(N1)C)C=CC(=N2)C=2C=C(C=CC2)C#C[C@@]2(C(N(C[C@@H]2C)C)=O)O |o1:24| (3S,4S*)-3-((3-(4-amino-2-methylpyrido[3,2-d]pyrimidin-6-yl)phenyl)ethynyl)-3-hydroxy-1,4-dimethylpyrrolidin-2-one